C(CCCCCCCCCCC)(=O)O.C(CCCCCCCCCCC)(=O)O.C(CCCCCCC\C=C/CCCCCCCC)(=O)O.C(O)C(CC)(CO)CO trimethylolpropane monooleate dilaurate